(2-fluoro-5-(trifluoromethoxy)phenyl)ethan-1-amine FC1=C(C=C(C=C1)OC(F)(F)F)C(C)N